8-(4-(difluoromethoxy)phenyl)-2-ethoxy-6-(2-methyl-2H-indazol-5-yl)pyrido[2,3-d]pyrimidin-7(8H)-one FC(OC1=CC=C(C=C1)N1C(C(=CC2=C1N=C(N=C2)OCC)C2=CC1=CN(N=C1C=C2)C)=O)F